C(C)(C)(C)OC(=O)N1C(C(C1)C#CC1=CC=CC=C1)OC(=O)ON1C(CCC1=O)=O ((((2,5-dioxopyrrolidin-1-yl)oxy)carbonyl)oxy)-3-(phenylethynyl)azetidine-1-carboxylic acid tert-butyl ester